2-({N-[3-(2,5-dioxo-2,5-dihydro-1H-pyrrol-1-yl)propanoyl]-beta-alanyl}amino)phenyl beta-D-glucopyranosiduronic acid O([C@H]1[C@H](O)[C@@H](O)[C@H](O)[C@H](O1)C(=O)O)C1=C(C=CC=C1)NC(CCNC(CCN1C(C=CC1=O)=O)=O)=O